dimethylbenzophenone CC1=C(C(=CC=C1)C(=O)C2=CC=CC=C2)C